C(C)(C)(C)OC(=O)N1CC(=CC1)C1=CC=C2C3=C(NC2=C1)N=CN=C3Cl 3-(4-chloro-9H-pyrimido[4,5-b]indol-7-yl)-2,5-dihydro-1H-pyrrole-1-carboxylic acid tert-butyl ester